NCC1=CC(=C(C=C1)NC(=O)C1=CC2=C(OCCC3=C2SC=C3)C=C1C=1C(=NC(=CC1)C(NCCC)=O)C(=O)OC)OCCOCCOC methyl 3-(9-((4-(aminomethyl)-2-(2-(2-methoxyethoxy)ethoxy)phenyl)carbamoyl)-4,5-dihydrobenzo[b]thieno[2,3-d]oxepin-8-yl)-6-(propylcarbamoyl)picolinate